ClC=1C=C(C=C(C1F)Cl)C1(CC(=NO1)N1CC2=C(C1)C=C(S2)C(=O)O)C(F)(F)F 5-(5-(3,5-dichloro-4-fluorophenyl)-5-(trifluoromethyl)-4,5-dihydroisoxazol-3-yl)-5,6-dihydro-4H-thieno[2,3-c]pyrrole-2-carboxylic acid